1-(((4-(4-(trifluoromethyl)phenyl)phthalazin-1-yl)amino)methyl)cyclopentane-1,2-diol tert-Butyl-(cyclopent-1-en-1-ylmethyl)carbamate C(C)(C)(C)N(C(O)=O)CC1=CCCC1.FC(C1=CC=C(C=C1)C1=NN=C(C2=CC=CC=C12)NCC1(C(CCC1)O)O)(F)F